6-(4-((5-Fluoro-2-methoxybenzamido)methyl)phenyl)-4-(pyrrolidin-1-yl)-1H-indazole-7-carboxamide FC=1C=CC(=C(C(=O)NCC2=CC=C(C=C2)C2=CC(=C3C=NNC3=C2C(=O)N)N2CCCC2)C1)OC